FC1=C(C=CC(=C1F)OC)C1=CN=C2N1C=CN=C2NC2=CC(=C(C(=O)NCCCN1CC(N(CC1)C)=O)C=C2)C 4-((3-(2,3-difluoro-4-methoxy-phenyl)imidazo[1,2-a]pyrazin-8-yl)amino)-2-methyl-N-(3-(4-methyl-3-oxopiperazin-1-yl)propyl)benzamide